2-({2-[4-(2-hydroxy-2-methylpropoxy)pyridin-2-yl]-5H,6H,7H-cyclopenta[d]pyrimidin-4-yl}(methyl)amino)-N-[(1R,2S)-2-hydroxycyclopentyl]acetamide OC(COC1=CC(=NC=C1)C=1N=C(C2=C(N1)CCC2)N(CC(=O)N[C@H]2[C@H](CCC2)O)C)(C)C